ClC1=CC=C(C(=O)N2CC(C2)CN2C(=NC3=C2C(=CC(=C3)C(=O)N3[C@@H]2CC[C@H](C3)[C@H]2N)OC)C=2N(C3=CC=CC=C3C2)CC2CC2)C=C1 (1R,4R,7R)-2-(1-{[1-(4-chlorobenzoyl)azetidin-3-yl]methyl}-2-[1-(cyclopropylmethyl)-1H-indol-2-yl]-7-methoxy-1H-1,3-benzodiazole-5-carbonyl)-2-azabicyclo[2.2.1]heptan-7-amine